4-((1-(tert-butyl)-3-(3-(4-(tert-butyl)pyrimidin-2-yl)cyclopentyl)-1H-pyrazol-5-yl)amino)-3-fluorobenzenesulfonamide C(C)(C)(C)N1N=C(C=C1NC1=C(C=C(C=C1)S(=O)(=O)N)F)C1CC(CC1)C1=NC=CC(=N1)C(C)(C)C